N[C@@H]1CN(CC[C@H]1F)C1=NC2=C(N1CC(=O)N1CC3(C1)CC(C3)(F)F)C=C(C(=C2)F)F 2-(2-((3r,4r)-3-amino-4-fluoropiperidin-1-yl)-5,6-difluoro-1H-benzo[d]imidazol-1-yl)-1-(6,6-difluoro-2-azaspiro[3.3]hept-2-yl)ethanone